silver-cadmium-oxide [O-2].[Cd+2].[Ag+]